FC=1C=2N(C=C(C1)NC(=O)N1CCC=3C1=NC=CC3N3CC(N(CC3)C(=O)OC(C)(C)C)(C)C)C=C(N2)C tert-butyl 4-(1-((8-fluoro-2-methylimidazo[1,2-a]pyridin-6-yl)carbamoyl)-2,3-dihydro-1H-pyrrolo[2,3-b]pyridin-4-yl)-2,2-dimethylpiperazine-1-carboxylate